N-{(2S,3R)-2-[(3-{[6-(1-aminoethyl)-3-methylpyridin-2-yl]oxy}-2-fluorophenyl)methyl]-4,4-difluoropyrrolidin-3-yl}methanesulfonamide NC(C)C1=CC=C(C(=N1)OC=1C(=C(C=CC1)C[C@@H]1NCC([C@@H]1NS(=O)(=O)C)(F)F)F)C